ClCC(=O)N1CC(C2=C1C=C(C=1N2C(=NC1)C1=CC=C(C=C1)F)CC1=CC=C(C=C1)F)(C)C 2-chloro-1-(4-(4-fluorobenzyl)-1-(4-fluorophenyl)-8,8-dimethyl-7,8-dihydro-6H-imidazo[1,5-a]pyrrolo[2,3-e]pyridin-6-yl)ethan-1-one